C1N(CCC2=CC=NC=C12)C(=O)C=1N=NC(=C(C1)C)N1CC=2C=C(C=NC2CC1)C(F)(F)F (3,4-dihydro-2,7-naphthyridin-2(1H)-yl)(5-methyl-6-(3-(trifluoromethyl)-7,8-dihydro-1,6-naphthyridin-6(5H)-yl)pyridazin-3-yl)methanone